2-methyl-8-hydroxyquinoline CC1=NC2=C(C=CC=C2C=C1)O